ClC1=CC=C2C=CN=C(C2=C1)NC1=CC(=NC=C1)C(=O)NC1CC2=CC=CC=C2CC1 4-((7-chloroisoquinolin-1-yl)amino)-N-(1,2,3,4-tetrahydronaphthalen-2-yl)pyridinecarboxamide